C(C)(C)N1C=C(C=CC1=O)C=1C=NC=C(C1)C1=CC=C2C(C(NC2=C1)=O)(C)C 6-(1'-isopropyl-6'-oxo-1',6'-dihydro-[3,3'-bipyridin]-5-yl)-3,3-dimethylindolin-2-one